F[C@@]1(CN(CC1)C)COC=1C(=CC(=NC1)C)C1=CC=2N(C=C1)N=C(C2)NC(=O)C2CC2 (S)-N-[5-[5-[(3-fluoro-1-methyl-pyrrolidin-3-yl)methoxy]-2-methyl-4-pyridyl]pyrazolo[1,5-a]pyridin-2-yl]cyclopropanecarboxamide